[Si](C)(C)(C(C)(C)C)OCC=1C=C(C=O)C=CC1F 3-(((tert-butyldimethylsilyl)oxy)methyl)-4-fluorobenzaldehyde